5-methyl-4,6-nonanediol benzoate Diphenylphosphonite C1(=CC=CC=C1)P(O)(O)C1=CC=CC=C1.C(C1=CC=CC=C1)(=O)O.CC(C(CCC)O)C(CCC)O